CC1=C(C(=O)C2=CC=CC=C2C1=O)C/C=C(\\C)/CC/C=C(\\C)/CC/C=C(\\C)/CCC=C(C)C The molecule is a menaquinone whose side-chain contains 4 isoprene units in an all-trans-configuration. It has a role as a bone density conservation agent and a human metabolite.